N-(1-methyl-3-(4'-(oxetan-3-ylmethoxy)-4,5,5',6'-tetrahydro-2H-spiro[furan-3,8'-pyrano[3,4-b]pyridin]-2'-yl)-1H-pyrrolo[2,3-c]pyridin-5-yl)acetamide CN1C=C(C=2C1=CN=C(C2)NC(C)=O)C2=CC(=C1C(=N2)C2(OCC1)COCC2)OCC2COC2